COC(=O)C1C(C(CCCC1)(F)F)=O.ClC1=C(C(=CC=C1)Cl)/C(/N1[C@@H](CC(C1)(F)F)C)=N\NS(=O)(=O)C1=CC=C(C=C1)C N-[(E)-[(2,6-dichlorophenyl)-[(2R)-4,4-difluoro-2-methyl-pyrrolidin-1-yl]methylene]amino]-4-methyl-benzenesulfonamide Methyl-3,3-difluoro-2-oxocycloheptane-1-carboxylate